C(C1=CC=CC=C1)OC1=C2C(=CNC2=CC=C1C)CCN(C(C)C)C(C)C N-(2-(4-(benzyloxy)-5-methyl-1H-indol-3-yl)ethyl)-N-isopropylpropan-2-amine